tert-butyl N-[(1R)-2,2-difluoro-1-[6-(4-methylthiazol-5-yl)-3-pyridyl] ethyl]carbamate FC([C@@H](C=1C=NC(=CC1)C1=C(N=CS1)C)NC(OC(C)(C)C)=O)F